BrC1=CC(=NC=C1)NCCC1=CC=C(C=C1)O 4-(2-((4-bromopyridin-2-yl)amino)ethyl)phenol